3-(methylsulfonyl)-2-phenyl-propene CS(=O)(=O)CC(=C)C1=CC=CC=C1